FC(C1=CC(=CC=2C=C(OC21)CNC(OC(C)(C)C)=O)C2=CC=C(C=C2)C(=O)N2CCOCC2)F tert-butyl (7-(difluoromethyl)-5-(4-(morpholine-4-carbonyl)phenyl)benzofuran-2-yl)methylcarbamate